3-methyl-1-(2-(phenylethynyl)phenyl)but-2-en-1-ol CC(=CC(O)C1=C(C=CC=C1)C#CC1=CC=CC=C1)C